C[C@H]1CC[C@@H](N(C1)C(C(=O)NC=1C=NC(=C(C1)C)C(F)(F)F)=O)C=1C=C2CCC(NC2=CC1)=O 2-[(2R,5S)-5-methyl-2-(2-oxo-3,4-dihydro-1H-quinolin-6-yl)-1-piperidyl]-N-[5-methyl-6-(trifluoromethyl)-3-pyridyl]-2-oxo-acetamide